(1r,4r)-Methyl 4-(N-methyl-methylsulfonamido)cyclohexanecarboxylate CN(S(=O)(=O)C)C1CCC(CC1)C(=O)OC